BrC=1C=NC(=NC1)C1(CC1)OCOCC 5-bromo-2-[1-(ethoxymethoxy)cyclopropyl]pyrimidine